ClC=1C(=C(C(=C(C=O)C1)O)C[2H])C(C)(C)C 5-chloro-4-tert-butyl-3-deuteromethyl-2-hydroxybenzaldehyde